3-(5,6-Difluoro-1-oxo-isoindol-2-yl)piperidine-2,6-dione FC=1C=C2CN(C(C2=CC1F)=O)C1C(NC(CC1)=O)=O